ClC1=CC(=C(C=C1C#N)NS(=O)(=O)C=1C=C(C(=O)OC)C=CC1C1CC1)C1=NSC=C1 Methyl 3-(N-(4-chloro-5-cyano-2-(isothiazol-3-yl)phenyl)sulfamoyl)-4-cyclopropylbenzoate